OC(CCC)C1=C(C(=O)O)C=CC=C1 2-(alpha-hydroxybutyl)-benzoic acid